FC1=C(C(=C(C(=C1[B-](C1=C(C(=C(C(=C1F)F)F)F)F)(C1=C(C(=C(C(=C1F)F)F)F)F)C1=C(C(=C(C(=C1F)F)F)F)F)F)F)F)F.C(CCCCCCCCCCCCCCCCC)[NH2+]C1=CC=CC=C1 N-octadecylanilinium tetrakis(pentafluorophenyl)borate